Cl.BrC1=CC=C(C=C1)[C@](C=1C=C(C=NC1)C1=NOC(=N1)C(C)(C)O)(C1(CNC1)C)O 2-(3-{5-[(R)-(4-bromo-phenyl)-hydroxy-(3-methyl-azetidin-3-yl)-methyl]-pyridin-3-yl}-[1,2,4]Oxadiazol-5-yl)-propan-2-ol, hydrochloride